1,3-dimethoxyurea CONC(=O)NOC